FC(C(C(S(=O)(=O)[O-])(F)F)(F)F)F.[IH2+] iodonium hexafluoropropanesulfonate